C(#N)C1=CC(=C(OC2=C(C(=O)NC=3C=C(C=CC3)[S@](=O)(C)=NC(OC(C)(C)C)=O)C(=CC(=N2)C(F)(F)F)C)C=C1)OC tert-butyl (R)-((3-(2-(4-cyano-2-methoxyphenoxy)-4-methyl-6-(trifluoromethyl)nicotinamido)phenyl)(methyl)(oxo)-λ6-sulfaneylidene)carbamate